N1N=CC(=C1)C1=CC(=C2C=CC3=C(C=C(C4=CC=C1C2=C34)C=3C=NNC3)C=3C=NNC3)C=3C=NNC3 1,3,6,8-tetrakis(1H-pyrazol-4-yl)pyrene